C(C1=CC=CC=C1)OC(=O)N1CCNC(C1)C1=NC=CC(=C1C(F)(F)F)NCCC(=O)OC 5-(((3-methoxy-3-oxopropyl)amino)-3-(trifluoromethyl)pyridin-2-yl)piperazine-1-carboxylic acid benzyl ester